3-(Diethylphosphoryl-oxy)-1,2,3-benzotriazin-4(3H)-one C(C)P(=O)(CC)ON1N=NC2=C(C1=O)C=CC=C2